CN1C(C(=NC=C1B1OC(C(O1)(C)C)(C)C)C)=O 1,3-dimethyl-6-(4,4,5,5-tetramethyl-1,3,2-dioxaborolan-2-yl)pyrazin-2(1H)-one